CC(CC(C)(C)C)(C)[N+]#[C-] 1,1,3,3-tetramethyl-butyl isonitrile